1-((2S,5R)-2-methyl-5-((5-((1-methylcyclopentyl)methyl)-7H-pyrrolo[2,3-d]pyrimidin-4-yl)amino)piperidin-1-yl)prop-2-en-1-one C[C@@H]1N(C[C@@H](CC1)NC=1C2=C(N=CN1)NC=C2CC2(CCCC2)C)C(C=C)=O